N-(6-aminohexyl)-2-((2-(2,6-dioxopiperidin-3-yl)-1,3-dioxoisoindolin-5-yl)oxy)acetamide hydrochloride Cl.NCCCCCCNC(COC=1C=C2C(N(C(C2=CC1)=O)C1C(NC(CC1)=O)=O)=O)=O